C(C)(C)(C)OC(N(C)CCCOC1CC(C1)O)=O (3-(3-Hydroxycyclobutoxy)propyl)(methyl)carbamic acid tert-butyl ester